C(#N)C=1C=C(C(=O)N2[C@@H](C[C@H](C2)O)C(=O)NCC2=CC=C(C=C2)C2=CN=CO2)C=CC1 (2S,4R)-1-(3-cyanobenzoyl)-4-hydroxy-N-(4-(oxazol-5-yl)benzyl)pyrrolidine-2-carboxamide